5-(2,7-diazaspiro[3.5]nonan-2-yl)-2-(2,6-dioxo-3-piperidyl)isoindoline-1,3-dione C1N(CC12CCNCC2)C=2C=C1C(N(C(C1=CC2)=O)C2C(NC(CC2)=O)=O)=O